(Z)-2-[(2,3-dihydro-1H-inden-2-yl)amino]-N-hydroxypyrimidine-5-carboximidamide C1C(CC2=CC=CC=C12)NC1=NC=C(C=N1)/C(/NO)=N/[H]